C([C@@H](O)C)(=O)O.O[C@@]1(C([C@@](CCC1)(C1=CC=C(C=C1)C(F)(F)F)NC)=O)C (2S,6R)-2-hydroxy-2-methyl-6-methylamino-6-(4-(trifluoromethyl)phenyl)cyclohexan-1-one L-lactate